Tri-sec-butoxytitanium C(C)(CC)O[Ti](OC(C)CC)OC(C)CC